CN(C/C=C/C(=O)N1CC2=C(SC=3N=CN=C(C32)NC3=CC(=C(C=C3)OC=3C=NC(=CC3)C)C)[C@@H]1C)C (S,E)-4-(dimethylamino)-1-(7-methyl-4-((3-methyl-4-((6-methylpyridin-3-yl)oxy)phenyl)amino)-5,7-dihydro-6H-pyrrolo[3',4':4,5]thieno[2,3-d]pyrimidin-6-yl)but-2-en-1-one